ClC=1C(=C(N)C=CC1OCC1(CCC1)C)F 3-chloro-2-fluoro-4-((1-methylcyclobutyl)methoxy)aniline